2-(methylamino)pyridine-3-carboxylic acid CNC1=NC=CC=C1C(=O)O